C1(CCC1)CS(=O)(=NC1=NC(=CN=C1)C(F)(F)F)C1=CC2=CN(N=C2C=C1)C=1C=NC=C(C1)F (cyclobutylmethyl)(2-(5-fluoropyridin-3-yl)-2H-indazol-5-yl)((6-(trifluoromethyl)pyrazin-2-yl)imino)-λ6-sulfanone